2,3-dimethyl-1,2,3,4,4a,9a-hexahydroanthraquinone CC1CC2C(C3=CC=CC=C3C(C2CC1C)=O)=O